dimethyl-methoxysilyl-butyronitrile C[Si](OC)(C)C(C#N)CC